1-methyl-4-(tributylstannyl)pyrazolo[3,4-c]pyridine CN1N=CC=2C1=CN=CC2[Sn](CCCC)(CCCC)CCCC